N2-([1,1':3',1''-Terphenyl]-2'-yl)-N3-(3-((9-(4-(tert-butyl)pyridin-2-yl)-9H-carbazol-2-yl)oxy)phenyl)dibenzo[b,d]furan-2,3-diamine C1(=CC=CC=C1)C1=C(C(=CC=C1)C1=CC=CC=C1)NC1=CC2=C(OC3=C2C=CC=C3)C=C1NC1=CC(=CC=C1)OC1=CC=3N(C2=CC=CC=C2C3C=C1)C1=NC=CC(=C1)C(C)(C)C